methyl (R,Z)-3-(((2,5-difluoro-4-methyl-3-nitrophenyl)(hydroxyimino)methyl)carbamoyl)pyrrolidine-1-carboxylate FC1=C(C=C(C(=C1[N+](=O)[O-])C)F)/C(=N/O)/NC(=O)[C@H]1CN(CC1)C(=O)OC